(3-([1,1'-Biphenyl]-4-yl-(phenyl)amino)-2-tolyl)boronic acid C1(=CC=C(C=C1)N(C=1C(=C(C=CC1)C)B(O)O)C1=CC=CC=C1)C1=CC=CC=C1